NC=1C(N(C2=CC(=CC=C2C1NC)F)C1=CC=CC=C1)=O 3-amino-7-fluoro-4-(methylamino)-1-phenylquinolin-2(1H)-one